(2-(6-azaspiro[2.5]octane-6-yl)-4-{N-[(2-hydroxyethyl)sulfonyl]carbamoyl}phenyl)-N-[2-(4,4-difluoropiperidinyl)-6-methylpyrimidin-4-yl]carboxamide C1CC12CCN(CC2)C2=C(C=CC(=C2)C(NS(=O)(=O)CCO)=O)C(=O)NC2=NC(=NC(=C2)C)N2CCC(CC2)(F)F